FC1=CC=C(CS(=O)(=O)C2=NC=3N(C(N(C(C3N2C)=O)C)=O)C)C=C1 8-(4-Fluorobenzylsulfonyl)-1,3,7-trimethyl-1H-purine-2,6(3H,7H)-dione